FS(=O)(=O)OC=1C=C(N(C)C2C(NC(CC2)=O)=O)C=CC1C1CCNCC1 3-[3-fluorosulfonyloxy-N-methyl-4-(4-piperidyl)anilino]-2,6-dioxo-piperidine